COC=1C(=CC(=C(C1)N1CCN(CC1)C1CCN(CC1)CC1CCNCC1)C=1C=NN(C1)C)[N+](=O)[O-] 1-(5-methoxy-2-(1-methyl-1H-pyrazol-4-yl)-4-nitrophenyl)-4-(1-(piperidine-4-ylmethyl)piperidin-4-yl)piperazine